N1-(2-methoxyphenyl)-N2-((S)-4-methyl-1-oxo-1-(((S)-3-oxo-1-((S)-2-oxopyrrolidin-3-yl)-4-(2,3,5,6-tetrafluorophenoxy)butan-2-yl)amino)pentan-2-yl)oxalamide COC1=C(C=CC=C1)NC(C(=O)N[C@H](C(N[C@@H](C[C@H]1C(NCC1)=O)C(COC1=C(C(=CC(=C1F)F)F)F)=O)=O)CC(C)C)=O